(S)-4-(3-(3-hydroxy-2,2-dimethylpropyl)-2-(2-((S)-1-methoxyethyl)pyridin-3-yl)-1-(2,2,2-trifluoroethyl)-1H-indol-5-yl)morpholin OCC(CC1=C(N(C2=CC=C(C=C12)N1CCOCC1)CC(F)(F)F)C=1C(=NC=CC1)[C@H](C)OC)(C)C